COC(CCC1=CC=C(C=C1)CNC(=O)C=1N=C(SC1)C(C)=O)=O 3-(4-((2-Acetylthiazole-4-carboxamido)methyl)phenyl)propanoic acid methyl ester